C(#N)C1=C(C=C(C=C1)N1C(N(C(C1=O)(C)C)C1=CC(=C(OCCN2[C@H](CN(CC2)C(=O)OC(C)(C)C)C)C=C1)CC)=S)C(F)(F)F tert-butyl (S)-4-(2-(4-(3-(4-Cyano-3-(trifluoromethyl)phenyl)-5,5-dimethyl-4-oxo-2-thioxoimidazolidin-1-yl)-2-ethylphenoxy)ethyl)-3-methylpiperazine-1-carboxylate